C1(CC1)CS(=O)(=O)C1=CC=C(C=C1)C(C(=O)NC1=CC(=C(C(=C1)Cl)C1=CC=C(C=C1)S(=O)(=O)C)Cl)C(C)=O 2-(4-((cyclopropylmethyl)sulfonyl)phenyl)-N-(2,6-dichloro-4'-(methylsulfonyl)-[1,1'-biphenyl]-4-yl)-3-methylOxopropionamide